4-(4-cyanobenzyl)-6-hydroxy-5-oxo-4,5-dihydrothieno[3,2-b]pyridine-7-carboxylic acid C(#N)C1=CC=C(CN2C3=C(C(=C(C2=O)O)C(=O)O)SC=C3)C=C1